CCCCCCCCCCCCCCCCC(C(=O)N[C@@H](CO)[C@@H](/C=C/CCCCCCCCCC(C)C)O)O The molecule is an N-acyl-15-methylhexadecasphing-4-enine in which the acyl group has 18 carbons and 0 double bonds and is 2-hydroxylated. It derives from a 15-methylhexadecasphing-4-enine.